C(\C=C/C(=O)O)(=O)O.OC(C(=O)O)CCCCCCCCCCCCCCCC Hydroxystearic acid maleate